C1(CCCCC1)C1=NOC(=N1)[C@H]1C([C@@H]1C1=CC=C(C=C1)S(=O)(=O)N)(C)C 4-((1R,3R)-3-(3-cyclohexyl-1,2,4-oxadiazol-5-yl)-2,2-dimethylcyclopropyl)benzenesulfonamide